ethynyl-tetrazine C(#C)C=1N=NN=NC1